[Sn].[Ni] NICKEL-TIN